2,2,3,3,3-pentafluoropropylacrylate FC(COC(C=C)=O)(C(F)(F)F)F